(exo)-6-[(6,8-dichloro-2,7-naphthyridin-3-yl)carbamoyl]-3-azabicyclo[3.1.0]Hexane-3-carboxylic acid tert-butyl ester C(C)(C)(C)OC(=O)N1CC2C(C2C1)C(NC=1N=CC2=C(N=C(C=C2C1)Cl)Cl)=O